[N+](=O)([O-])C1=CC2=CC=CC=C2C(=C1)[N+](=O)[O-] 2,4-dinitronaphthalene